C(CCCCCCCCCCCCCCCCCC)(=O)OCCCOC(CCCCCCCCCCCCCCCCCC)=O trimethylene glycol dinonadecanate